(S)-4-((2-(3,5-difluorophenoxy)ethyl)(4-(5,6,7,8-tetrahydro-1,8-naphthyridin-2-yl)butyl)amino)-2-((5-phenylpyrazin-2-yl)amino)butanoic acid FC=1C=C(OCCN(CC[C@@H](C(=O)O)NC2=NC=C(N=C2)C2=CC=CC=C2)CCCCC2=NC=3NCCCC3C=C2)C=C(C1)F